COC=1C(=NC(=CC1)OC)CC(CC)N (3,6-dimethoxypyridin-2-yl)butan-2-amine